e-hydroxy ketone OC(=O)O